4-((3S,5R)-3,5-dimethylpiperazin-1-yl)-N-(2-methyl-[1,2,4]triazolo[1,5-a]pyrimidin-6-yl)-2,3-dihydro-1H-pyrrolo[2,3-b]pyridine-1-carboxamide diformate C(=O)O.C(=O)O.C[C@H]1CN(C[C@H](N1)C)C1=C2C(=NC=C1)N(CC2)C(=O)NC=2C=NC=1N(C2)N=C(N1)C